FC(CO)(CN1[C@@H](C=2NC3=CC=CC=C3C2C[C@H]1C)C1=NC=C(C=C1)N[C@@H]1CN(CC12CC2)CCCF)F 2,2-difluoro-3-((1S,3R)-1-(5-(((S)-5-(3-fluoropropyl)-5-azaspiro[2.4]hept-7-yl)amino)pyridin-2-yl)-3-methyl-1,3,4,9-tetrahydro-2H-pyrido[3,4-b]indol-2-yl)propan-1-ol